ClC=1C(=NC=C(C1)C(F)(F)F)OC[C@H](CC)NC1=NC=NC(=C1Cl)C(F)F (S)-N-(1-((3-chloro-5-trifluoromethylpyridin-2-yl)oxy)butan-2-yl)-5-chloro-6-difluoromethylpyrimidin-4-amine